(2-hydroxy-4-methylphenyl)boric acid OC1=C(C=CC(=C1)C)OB(O)O